FC(C=1C=C(C=CC=O)C=CC1)(F)F 3-(TRIFLUOROMETHYL)CINNAMALDEHYDE